2-amino-4,5-dihydrocyclopenta[d]thiazol-6-one NC=1SC2=C(N1)CCC2=O